Methyl 4'-(2H-tetrazol-5-yl)-5-(4-(4-(trifluoromethyl)phenyl)-1H-1,2,3-triazol-1-yl)-[1,1'-biphenyl]-3-carboxylate N=1NN=NC1C1=CC=C(C=C1)C1=CC(=CC(=C1)N1N=NC(=C1)C1=CC=C(C=C1)C(F)(F)F)C(=O)OC